2-(6-((6-((1-(2-(benzyloxy)ethoxy)propan-2-yl)oxy)pyridin-2-yl)amino)-1-(methylamino)-2,7-naphthyridin-4-yl)benzo[d]oxazol-5-ol C(C1=CC=CC=C1)OCCOCC(C)OC1=CC=CC(=N1)NC=1C=C2C(=CN=C(C2=CN1)NC)C=1OC2=C(N1)C=C(C=C2)O